6-(2,3,4-Trihydroxybenzylamino)-9-β-D-arabinofuranosylpurin OC1=C(CNC2=C3N=CN(C3=NC=N2)[C@H]2[C@@H](O)[C@H](O)[C@H](O2)CO)C=CC(=C1O)O